N-(5-((4-(3-oxa-8-aza-bicyclo[3.2.1]oct-8-ylmethyl)phenyl)ethynyl)-8-(methylamino)-2,7-naphthyridin-3-yl)cyclopropanecarboxamide C12COCC(CC1)N2CC2=CC=C(C=C2)C#CC2=C1C=C(N=CC1=C(N=C2)NC)NC(=O)C2CC2